1-tert-butyl-N-{[3-(4-{[(3S)-6-oxopiperidin-3-yl]amino}-1-(2,2,2-trifluoroethyl)-1H-indol-2-yl)-1,2,4-oxadiazol-5-yl]methyl}-1H-pyrrole-3-carboxamide C(C)(C)(C)N1C=C(C=C1)C(=O)NCC1=NC(=NO1)C=1N(C2=CC=CC(=C2C1)N[C@@H]1CNC(CC1)=O)CC(F)(F)F